C(C1=CC=CC=C1)N(C(OC(C)(C)C)=O)C=1C=2N(N=C(C1)O[C@H]1CN(CCC1)C)C(=CN2)C2CC2 tert-butyl (R)-benzyl(3-cyclopropyl-6-((1-methylpiperidin-3-yl)oxy)imidazo[1,2-b]pyridazin-8-yl)carbamate